FC1=CC(=C(C=C1)NC1CCC(CC1)C(=O)OCC)[N+](=O)[O-] ethyl (1s,4s)-4-((4-fluoro-2-nitrophenyl)amino)cyclohexane-1-carboxylate